C1C[C@H]2CNC[C@@H]1C2C(=O)O (1R,5S,8r)-3-azabicyclo[3.2.1]octane-8-carboxylic acid